1-[4-(2,3-dimethylphenyl)piperazin-1-yl]-2-{3-[1-(hydroxymethyl)-6-azaspiro[2.5]octane-6-carbonyl]-5,6-dihydrocyclopenta[c]pyrazol-1(4H)-yl}ethan-1-one CC1=C(C=CC=C1C)N1CCN(CC1)C(CN1N=C(C2=C1CCC2)C(=O)N2CCC1(CC1CO)CC2)=O